5-chloro-2-[1-(propan-2-yl)-1H-pyrazol-4-yl]pyrido[2,3-e][1,2,4]triazolo[1,5-c]pyrimidine ClC1=NC2=C(C=3N1N=C(N3)C=3C=NN(C3)C(C)C)N=CC=C2